C[Si](N(C(CCCCC)=O)C)(N(C(CCCCC)=O)C)N(C(CCCCC)=O)C methyltris(N-methylhexamido)silane